(2R,4S)-1-(((9H-fluoren-9-yl)methoxy)carbonyl)-4-(2-aminoethoxy)pyrrolidine-2-carboxylic acid C1=CC=CC=2C3=CC=CC=C3C(C12)COC(=O)N1[C@H](C[C@@H](C1)OCCN)C(=O)O